C12CN(CC(CCC1)N2)C=2C1=C(N=CN2)NC=C1 4-(3,9-Diazabicyclo[3.3.1]nonan-3-yl)-7H-pyrrolo[2,3-d]pyrimidine